C[Si](O[Si](O[Si](C=C)(C=C)C)(C1=CC=CC=C1)C1=CC=CC=C1)(C)C tetramethyldivinyl-diphenyltrisiloxane